COC1=C(C(=CC=C1)OC)C1=C(C=CC=C1)C(O)C1=CC=CC=C1 (2',6'-dimethoxy-[1,1'-biphenyl]-2-yl)(phenyl)methanol